BrC=1C(=CC(=C(N)C1)F)OC 5-Bromo-2-fluoro-4-methoxyaniline